CC1=C(C=2C(=N[C@H](C=3N(C2S1)C(=NN3)C)C)C3=CC=C(C=C3)CCCC(=O)O)C 4-{4-[(6S)-2,3,6,9-tetramethyl-6H-thieno[3,2-f][1,2,4]triazolo[4,3-a][1,4]diazepin-4-yl]phenyl}butanoic acid